(±)-α-amino-3-hydroxy-5-methylisoxazole-4-propionic acid hydrate O.N[C@@H](C(=O)O)CC=1C(=NOC1C)O |r|